(5-(2,5-difluorophenyl)-4,5-dihydro-1H-pyrazol-1-yl)(octahydrocyclopenta[c]pyrrol-5-yl)methanone trifluoroacetate FC(C(=O)O)(F)F.FC1=C(C=C(C=C1)F)C1CC=NN1C(=O)C1CC2C(CNC2)C1